ClC=1C=C(C=2N(C1)C=C(N2)[C@@H](C(=O)NC2=CC(=NN2)C2CC2)C)C#N (S)-2-(6-chloro-8-cyanoimidazo[1,2-a]pyridin-2-yl)-N-(3-cyclopropyl-1H-pyrazol-5-yl)propanamide